O=C1NC(CCC1N1C(C2=CC=CC(=C2C1)C#CCCCCCCCN1CCN(CC1)C1CCN(CC1)C=1C(=CC2=C(C(C=3NC4=CC(=CC=C4C3C2=O)C#N)(C)C)C1)CC)=O)=O 8-(4-(4-(9-(2-(2,6-dioxopiperidin-3-yl)-1-oxoisoindolin-4-yl)non-8-yn-1-yl)piperazin-1-yl)piperidin-1-yl)-9-ethyl-6,6-dimethyl-11-oxo-6,11-dihydro-5H-benzo[b]carbazole-3-carbonitrile